15-chloro-5-fluoro-16,21-dimethoxy-18,18-dioxo-8,11-dioxa-18λ6-thia-4,19-diazatetracyclo[18.3.1.113,17.02,7]pentacosa-1(24),2(7),3,5,13,15,17(25),20,22-nonaen-12-one ClC=1C=C2C(OCCOC=3C=C(N=CC3C=3C=CC(=C(NS(C(C1OC)=C2)(=O)=O)C3)OC)F)=O